ClC1=CC(N(S1)C1=CC=C(C=C1)[N+](=O)[O-])=O 5-chloro-2-(4-nitrophenyl)-3(2H)-isothiazolone